C1(CC1)CNC1=NC(=CC2=C1N=C(N=C2)N[C@H]2[C@H](COC2)NC(C=C)=O)C2=C(C(=CC=C2)OC([2H])([2H])[2H])F N-((3R,4S)-4-((8-((cyclopropylmethyl)amino)-6-(2-fluoro-3-(methoxy-d3)phenyl)pyrido[3,4-d]pyrimidin-2-yl)amino)tetrahydrofuran-3-yl)acrylamide